tert-butyl 4-(3-fluorobenzyl)-1H-pyrazole-1-carboxylate FC=1C=C(CC=2C=NN(C2)C(=O)OC(C)(C)C)C=CC1